N1CC(C1)CC[C@H]1CC[C@@]2(C3CC[C@@]4(C(CCC4C3C([C@@H](C2C1)CO)=O)=O)C)C (3S,6S,10R,13S)-3-(2-(azetidin-3-yl)ethyl)-6-(hydroxymethyl)-10,13-dimethyldodecahydro-1H-cyclopenta[a]phenanthrene-7,17(2H,8H)-dione